4-(2-amino-2-carboxyethyl)-3-methyl-4-oxo-but-2-enoic acid NC(CC(C(=CC(=O)O)C)=O)C(=O)O